OC(C/C(/C(=O)O)=C/C(=O)O)C.C(\C=C/C(=O)O)(=O)OCCOCCO (2-Hydroxyethoxy)ethyl maleate 2-Hydroxypropyl-Maleate